CC1=CC(=NO1)C(=O)NC1=C(C=C(C=C1)C1CCNCC1)C=1CCC(CC1)C 5-Methyl-N-(4'-methyl-5-(piperidin-4-yl)-2',3',4',5'-tetrahydro-[1,1'-biphenyl]-2-yl)isoxazole-3-carboxamide